1-[(1-Methyl-1H-pyrazol-4-yl)[(3S)-1-methylpiperidin-3-yl]sulfamoyl]-3-[2-methyl-5-(propan-2-yl)thiophen-3-yl]urea CN1N=CC(=C1)N(S(=O)(=O)NC(=O)NC1=C(SC(=C1)C(C)C)C)[C@@H]1CN(CCC1)C